C(C)(C)(C)C1=CC(=CC(=C1)C(C)(C)C)C(C)(C)C 2,4,6-tri-tert-butylbenzene